tert-butyl (4S)-4-[3-[[6-[(6-tert-butyl-2-fluoro-pyridine-3-carbonyl)sulfamoyl]-2-pyridyl]amino]-3-(5-tert-butyl-2-pyridyl)propyl]-2,2-dimethyl-pyrrolidine-1-carboxylate C(C)(C)(C)C1=CC=C(C(=N1)F)C(=O)NS(=O)(=O)C1=CC=CC(=N1)NC(CC[C@H]1CC(N(C1)C(=O)OC(C)(C)C)(C)C)C1=NC=C(C=C1)C(C)(C)C